8-Bromo-3,4-dihydroquinazolin-4-one BrC=1C=CC=C2C(NC=NC12)=O